(S or R)-5-(2-(3-(2-(5-fluoro-thiophen-2-yl)ethyl)-3-((2,2,2-trifluoro-ethoxy)methyl)pyrrolidin-1-yl)propan-2-yl)-2-methylpyridine FC1=CC=C(S1)CC[C@]1(CN(CC1)C(C)(C)C=1C=CC(=NC1)C)COCC(F)(F)F |o1:8|